zinc di(ethyl caproate) C(C)C(C(=O)[O-])CCCC.C(C)C(C(=O)[O-])CCCC.[Zn+2]